ethyl (2Z)-2-[(Z)-cyclopropanecarbonyl]-3-ethoxyprop-2-enoate C1(CC1)C(=O)/C(/C(=O)OCC)=C/OCC